8-((2-fluoro-4-(methylthio)phenyl)amino)-2-(4-methoxybenzyl)-7-methyl-3,4-dihydro-2,7-naphthyridine-1,6(2h,7h)-dione FC1=C(C=CC(=C1)SC)NC=1N(C(C=C2CCN(C(C12)=O)CC1=CC=C(C=C1)OC)=O)C